N-isopropyl-N-(4-methoxybutyl)-5,6-diphenyl-pyrazin-2-amine C(C)(C)N(C1=NC(=C(N=C1)C1=CC=CC=C1)C1=CC=CC=C1)CCCCOC